O=C1NC(CCC1C1=CC(=C(C=C1)N1CCN(CC1)CCC(=O)N1CCC(CC1)NC(OC(C)(C)C)=O)F)=O tert-butyl (1-(3-(4-(4-(2,6-dioxopiperidin-3-yl)-2-fluorophenyl)piperazin-1-yl)propanoyl)piperidin-4-yl)carbamate